Tert-butyl (1-{[3-(5-methyl-1,3-thiazol-2-yl)-5-({(1R)-1-[2-(trifluoromethyl)pyrimidin-5-yl]ethyl}carbamoyl)phenoxy]methyl}cyclopropyl)carbamate CC1=CN=C(S1)C=1C=C(OCC2(CC2)NC(OC(C)(C)C)=O)C=C(C1)C(N[C@H](C)C=1C=NC(=NC1)C(F)(F)F)=O